FC(C(=O)O)(F)F.NC1=C2C(=NC=N1)N(N=C2C=2NC1=CC=C(C=C1C2)O)CCCCN 2-(4-amino-1-(4-aminobutyl)-1H-pyrazolo[3,4-d]pyrimidin-3-yl)-1H-indol-5-ol trifluoroacetate